zirconium (oxy)sulfide O=S.[Zr]